C(#N)CN1C=NC2=C1C=C(C=C2)C(=O)[O-] (1-(cyanomethyl))-1H-benzo[d]imidazole-6-carboxylate